C(C(=C)C)(=O)NC=1C=C(SC1)C1=CC=C(C(=O)C2=CC=CC=C2)C=C1 4-[(4-methacrylamido)thiophenyl]Benzophenone